2-[2-hydroxy-3,5-di(alpha,alpha-dimethylbenzyl)phenyl]benzotriazole 5-(3-ethoxyphenyl)thio-3-(1-isobutylpiperidin-4-yl)-2-methyl-1H-indolecaproate C(C)OC=1C=C(C=CC1)SC=1C=C2C(C(NC2=CC1)(CCCCCC(=O)O)C)C1CCN(CC1)CC(C)C.OC1=C(C=C(C=C1C(C1=CC=CC=C1)(C)C)C(C1=CC=CC=C1)(C)C)N1N=C2C(=N1)C=CC=C2